FC=1C=C(C=CC1N1CCN(CC1)C(C)C)C1=CC2=C(C(=N1)C)C=C(N2C)C2=CC=C(C=C2)S(=O)(=O)C 6-(3-fluoro-4-(4-isopropylpiperazin-1-yl)phenyl)-1,4-dimethyl-2-(4-(methyl-sulfonyl)phenyl)-1H-pyrrolo[3,2-c]pyridine